ClC=1C=C2C(=CN1)N(N=C2C=2C=NC(=CC2)N2CCN(CC2)C)C(=O)OC(C)(C)C tert-Butyl 5-chloro-3-(6-(4-methylpiperazin-1-yl)pyridin-3-yl)-1H-pyrazolo[3,4-c]pyridine-1-carboxylate